Cl.Cl.COC1=CC=C(C=C1)C1=NC2=CC=CC=C2C(=C1)NCCCN1CCC(CC1)C(=O)N 1-(3-((2-(4-methoxyphenyl)quinolin-4-yl)amino)propyl)piperidine-4-carboxamide dihydrochloride